(3'R)-3'-Methyl-4',5'-dihydro-3'H-spiro[cyclopropane-1,2'-pyrido[2,3-f][1,4]oxazepin]-7'-ol hydrochloride Cl.C[C@@H]1C2(OC3=C(CN1)N=C(C=C3)O)CC2